C=C(C#N)N aminoAcrylonitrile